[Si](C)(C)(C(C)(C)C)O[C@H]1[C@@H](O[C@@H]([C@H]1O[Si](C)(C)C(C)(C)C)CSCC1=C(N=NN1C)C1=CC=CC=C1)N1C=CC2=C1N=CN=C2N 7-((2R,3R,4R,5S)-3,4-bis((tert-Butyldimethylsilyl)oxy)-5-((((1-methyl-4-phenyl-1H-1,2,3-triazol-5-yl)methyl)thio)methyl)tetrahydrofuran-2-yl)-7H-pyrrolo[2,3-d]pyrimidin-4-amine